2-[5-[1-(2-fluoro-6-methyl-phenyl)-piperidin-4-yl]-6-oxo-7-(2-trifluoromethyl-benzyl)-4,5,6,7-tetrahydro-pyrazolo[3,4-d]pyrimidin-2-yl]-propionamide FC1=C(C(=CC=C1)C)N1CCC(CC1)N1C(N(C=2C(C1)=CN(N2)C(C(=O)N)C)CC2=C(C=CC=C2)C(F)(F)F)=O